N=1N=CN2C1C1=CC=CC(=C1C=C2)N2N=CC(=C2C(F)(F)F)C(=O)NC2=CC(=NC=C2)C(F)(F)F 1-([1,2,4]triazolo[3,4-a]isoquinolin-7-yl)-5-(trifluoromethyl)-N-(2-(trifluoromethyl)pyridine-4-yl)-1H-pyrazole-4-carboxamide